C[Si](C)(C)C1(N(C=CC=C1)[Si](C)(C)C)C1=NC=CC=C1 bis(trimethylsilyl)-dihydro-bipyridine